FC1=NC2=C(C=CC=C2C=C1)O 2-fluoroquinoline-8-ol